C(C=CC1=CC=CC=C1)N1CCN(CC1)CCOCCOC1=CC=C(C=C1)\C=C\C1=CC(=CC(=C1)OC)OC 1-cinnamyl-4-(2-(2-(4-((E)-3,5-dimethoxystyryl)phenoxy)ethoxy)ethyl)piperazine